N-(3,4-dichlorophenyl)-3-(2-methylpyridin-4-yl)-5-oxo-7-oxabicyclo[2.2.1]heptane-2-carboxamide ClC=1C=C(C=CC1Cl)NC(=O)C1C2CC(C(C1C1=CC(=NC=C1)C)O2)=O